C(C1=CC=CC=C1)OC(=O)C1[N@](C1)CC1(COC1)C (S)-1-((3-methyloxetan-3-yl)methyl)aziridine-2-carboxylic acid benzyl ester